ClC=1C(=C(C=CC1Cl)NC=1C2=C(N=CN1)C=C(C(=N2)C2CN(CCC2)C(=O)OC(C)(C)C)OC)F tert-Butyl 3-(4-((3,4-dichloro-2-fluorophenyl)amino)-7-methoxypyrido[3,2-d]pyrimidin-6-yl)piperidine-1-carboxylate